ClC1=NC(=NC=C1C(=O)OC)SC methyl 4-chloro-2-(methylthio)pyrimidine-5-carboxylate